1'-biphenyl-4,4'-diyl bis[bis(2,4-di-t-butylphenyl) phosphonite] C(C)(C)(C)C1=C(C=CC(=C1)C(C)(C)C)P(OC1=CC=C(C=C1)C1=CC=C(C=C1)OP([O-])(C1=C(C=C(C=C1)C(C)(C)C)C(C)(C)C)C1=C(C=C(C=C1)C(C)(C)C)C(C)(C)C)([O-])C1=C(C=C(C=C1)C(C)(C)C)C(C)(C)C